3-(5-Fluoropyridin-2-yl)-3-(5-(2-(5,6,7,8-tetrahydro-1,8-naphthyridin-2-yl)ethoxy)-1H-indazol-1-yl)propanoic acid FC=1C=CC(=NC1)C(CC(=O)O)N1N=CC2=CC(=CC=C12)OCCC1=NC=2NCCCC2C=C1